C1(CC1)C1CN(CCO1)C=1N=CC2=C(N1)C(N(C2)C(C)C)=O 2-(2-cyclopropylmorpholin-4-yl)-6-(propan-2-yl)-5,6-dihydro-7H-pyrrolo[3,4-d]pyrimidin-7-one